tert-butyl 4-[4-[5-acetyl-3-[7-(difluoromethyl)-6-(1-methylpyrazol-4-yl)-3,4-dihydro-2H-quinolin-1-yl]-6,7-dihydro-4H-pyrazolo[4,3-c]pyridin-1-yl]cyclohexyl]piperidine-1-carboxylate C(C)(=O)N1CC2=C(CC1)N(N=C2N2CCCC1=CC(=C(C=C21)C(F)F)C=2C=NN(C2)C)C2CCC(CC2)C2CCN(CC2)C(=O)OC(C)(C)C